N,N''-(((cyclohexane-1,3-diylbis(methylene))bis(azanediyl))bis(iminomethylene))bis(pyrrolidine-1-carboximidamide) diformate C(=O)O.C(=O)O.C1(CC(CCC1)CNNCNC(=N)N1CCCC1)CNNCNC(=N)N1CCCC1